C1(CC1)C[C@@H](C(=O)N1[C@@H]([C@H]2C([C@H]2C1)(C)C)C(=O)N[C@@H](C[C@H]1C(NCC1)=O)C(COC(F)(F)F)=O)O (1r,2S,5S)-3-((S)-3-cyclopropyl-2-hydroxypropionyl)-6,6-dimethyl-N-((S)-3-oxo-1-((S)-2-oxopyrrolidin-3-yl)-4-(trifluoromethoxy)butan-2-yl)-3-azabicyclo[3.1.0]hexane-2-carboxamide